C(C)C1(CCN(C=C1)C(=O)OC(C)(C)C)C1=NC=CC=N1 tert-butyl 4-ethyl-4-(pyrimidin-2-yl)-3,4-dihydropyridine-1(2H)-carboxylate